N-[(2R)-4-chloro-1-(dodecylthio)-3-oxo-2-butyl]acetamide ClCC([C@H](CSCCCCCCCCCCCC)NC(C)=O)=O